N-methyl-bis(trifluoroacetamide) CN(C(=O)C(F)(F)F)C(=O)C(F)(F)F